methyl 2-[4-[[(3-chloro-5-fluoro-benzoyl)amino]-dideuterio-methyl]-1-piperidyl]acetate ClC=1C=C(C(=O)NC(C2CCN(CC2)CC(=O)OC)([2H])[2H])C=C(C1)F